(exo)-3-fluoro-8-azabicyclo[3.2.1]octane hydrochloride Cl.FC1CC2CCC(C1)N2